1-(3-(3-(4-((4-(morpholino-methyl)phenyl)ethynyl)phenyl)isoxazol-5-yl)pyridin-2-yl)ethan-1-ol O1CCN(CC1)CC1=CC=C(C=C1)C#CC1=CC=C(C=C1)C1=NOC(=C1)C=1C(=NC=CC1)C(C)O